ethyl 2-(4-(2-ethyl-6-(1-methyl-5-((2-oxo-5-propylpyridin-1(2H)-yl)methyl)-1H-1,2,3-triazol-4-yl)pyridin-3-yl)morpholin-2-yl)acetate C(C)C1=NC(=CC=C1N1CC(OCC1)CC(=O)OCC)C=1N=NN(C1CN1C(C=CC(=C1)CCC)=O)C